2-[4-(8-chloro-3,4-dihydroquinazolin-2-yl)phenoxy]Ethanol ClC=1C=CC=C2CNC(=NC12)C1=CC=C(OCCO)C=C1